FC(OC1CCNCC1)F 4-(difluoromethoxy)piperidine